COC1CCCCC1 methoxy-cyclohexan